4-[6-[2-hydroxy-6-methyl-4-(trifluoromethyl)phenyl]pyrazolo[3,4-b]pyrazin-2-yl]bicyclo[2.1.1]hexane-1-carbonitrile OC1=C(C(=CC(=C1)C(F)(F)F)C)C=1C=NC=2C(N1)=NN(C2)C21CCC(C2)(C1)C#N